N-(1-cyano-2-ethylperoxyethyl)-2-fluorobenzamide C(#N)C(COOCC)NC(C1=C(C=CC=C1)F)=O